methyl (1S,2S)-2-((4-(5-(hydroxymethyl)-1-methyl-1H-1,2,3-triazol-4-yl)phenyl)carbamoyl)cyclohexane-1-carboxylate OCC1=C(N=NN1C)C1=CC=C(C=C1)NC(=O)[C@@H]1[C@H](CCCC1)C(=O)OC